1,2,6-naphthalenetricarboxylic acid C=1(C(=CC=C2C=C(C=CC12)C(=O)O)C(=O)O)C(=O)O